3-(pyridin-4-yl)propan-1-one N1=CC=C(C=C1)CCC=O